(S)-2-(4-chloro-3-(trifluoromethyl)phenyl)-1-(4-((5R,7R)-7-hydroxy-5-methyl-6,7-dihydro-5H-cyclopenta[d]pyrimidin-4-yl)piperazin-1-yl)-3-(isopropylamino)propan-1-one ClC1=C(C=C(C=C1)[C@H](C(=O)N1CCN(CC1)C=1C2=C(N=CN1)[C@@H](C[C@H]2C)O)CNC(C)C)C(F)(F)F